C(C#C)N1CCOC2(C1)CCN(CC2)C(=O)OC(C)(C)C tert-butyl 4-(prop-2-yn-1-yl)-1-oxa-4,9-diazaspiro[5.5]undecane-9-carboxylate